methyl O-(tert-butyldimethylsilyl)-N-(2-(4-(((2-methoxyethoxy)carbonyl)amino)piperidin-1-yl)thiazole-4-carbonyl)-L-serinate [Si](C)(C)(C(C)(C)C)OC[C@H](NC(=O)C=1N=C(SC1)N1CCC(CC1)NC(=O)OCCOC)C(=O)OC